(1s,4s)-4-((5-(1-isopropyl-2-methyl-1H-imidazo[4,5-b]pyridin-6-yl)pyrrolo[2,1-f][1,2,4]triazin-2-yl)amino)-1-methylcyclohexane-1-ol C(C)(C)N1C(=NC2=NC=C(C=C21)C=2C=CN1N=C(N=CC12)NC1CCC(CC1)(O)C)C